2-[2,4-bis(trifluoromethyl)imidazo[1,2-a]1,8-naphthyridin-8-yl]-1,3-oxazole FC(C=1C=C(C=2C=CC=3N(C2N1)C=C(N3)C=3OC=CN3)C(F)(F)F)(F)F